N-(7-ethyl-1-methyl-1H-indazol-3-yl)-4-fluorobenzamide C(C)C=1C=CC=C2C(=NN(C12)C)NC(C1=CC=C(C=C1)F)=O